C1(=CC=CC=C1)C=1N=C(C2=C(N1)NC(=C2)C(=O)N2CCN(CC2)CCCC2=CC=CC=C2)NCCNC(C)=O N-[2-[[2-phenyl-6-[4-(3-phenylpropyl)piperazine-1-carbonyl]-7H-pyrrolo[2,3-d]pyrimidin-4-yl]amino]ethyl]acetamide